2-(carboxymethyl)-5-fluorobenzoic acid C(=O)(O)CC1=C(C(=O)O)C=C(C=C1)F